NN1C(N(C(C1)CC)N)=O N,N'-diaminoethyl-2-imidazolidinone